The molecule is the L-enantiomer of histidinium(2+). It has a role as an Escherichia coli metabolite and a Saccharomyces cerevisiae metabolite. It is a conjugate acid of a L-histidinium(1+). It is an enantiomer of a D-histidinium(2+). C1=C(NC=[NH+]1)C[C@@H](C(=O)O)[NH3+]